N-(4-(2-aminopyrimidin-4-yl)-2-methylbenzyl)-3-isopropoxy-azetidine-1-carboxamide NC1=NC=CC(=N1)C1=CC(=C(CNC(=O)N2CC(C2)OC(C)C)C=C1)C